C(#N)C1=CC=C(C=C1)C1=NC2=C(N1C1=CC=C(C=C1)C)C=CC(=C2)C(=O)N[C@H]2CNCCC2 (R)-2-(4-cyanophenyl)-N-(piperidin-3-yl)-1-(p-tolyl)-1H-benzo[d]imidazole-5-carboxamide